1-(4-bromo-6-fluoroindol-1-yl)-3-ethoxyprop-2-en-1-one BrC1=C2C=CN(C2=CC(=C1)F)C(C=COCC)=O